(7aS,14aS)-8,8-dimethyl-6,7,7a,8,14,14a-hexahydrobenzo[2,3]oxepino[4,5-d]pyrido[1,2-a]pyrimidin-9-ium 2,2,2-trifluoroacetate FC(C(=O)[O-])(F)F.CC1([C@@H]2[C@H](NC3=[N+]1C=CC=C3)C3=C(OCC2)C=CC=C3)C